C1(CC1)C=1N=NN(C1)[C@H](C(=O)N1[C@@H](C[C@H](C1)O)C(=O)NCC#CC1OCCCC1)C(C)(C)C (2S,4R)-1-[(2S)-2-(4-cyclopropyltriazol-1-yl)-3,3-dimethyl-butanoyl]-4-hydroxy-N-(3-tetrahydropyran-2-ylprop-2-ynyl)pyrrolidine-2-carboxamide